2-fluoro-1-(2-fluoro-3-(3-(4-(trifluoromethyl)phenyl)-1H-pyrazolo[3,4-b]pyridin-1-yl)-azetidin-1-yl)prop-2-en-1-one FC(C(=O)N1C(C(C1)N1N=C(C=2C1=NC=CC2)C2=CC=C(C=C2)C(F)(F)F)F)=C